6-(prop-2-yloxy)-4-[(2R)-tetrahydrofuran-2-ylmethoxy]quinoline-7-carboxamide CC(C)OC=1C=C2C(=CC=NC2=CC1C(=O)N)OC[C@@H]1OCCC1